ClC1=CC=C(C=C1)C1=NN(C[C@H]1C1=CC=CC=C1)C(NCCS(N)(=O)=O)=NS(=O)(=O)C=1N=CN(C1)C (R)-3-(4-chlorophenyl)-N'-((1-methyl-1H-imidazol-4-yl)sulfonyl)-4-phenyl-N-(2-sulfamoylethyl)-4,5-dihydro-1H-pyrazole-1-carboximidamide